Cl.Cl.C1(=CC=CC=C1)[C@H]1[C@@H](C1)NC1CCC(CC1)N |o1:8,9| rel-N1-[(1R,2S)-2-phenylcyclopropyl]-1,4-cyclohexanediamine, dihydrochloride